FC1=CC=C(C=C1)C1=C(C=C2C(=NC(N3C2=C1SC[C@@H](C3)OC)=O)N3[C@H](CN(CC3)C(=O)[O-])C)C(F)(F)F (S)-4-((R)-11-(4-fluorophenyl)-3-methoxy-6-oxo-10-(trifluoromethyl)-3,4-dihydro-2H,6H-[1,4]thiazepino[2,3,4-ij]quinazolin-8-yl)-3-methylpiperazine-1-carboxylate